O=C1CC(CN1C1=CC=2C[C@@H]3N(CC2C=C1)[C@@H](CN(C3)C3=C1C=CC=NC1=C(C=C3)C#N)C)NC(OC(C)(C)C)=O tert-butyl N-[5-oxo-1-[(4R,11aS)-2-(8-cyano-5-quinolyl)-4-methyl-1,3,4,6,11,11a-hexahydropyrazino[1,2-b]isoquinolin-9-yl]pyrrolidin-3-yl]carbamate